5-bromo-2-fluoro-2,3-dihydro-1H-inden-1-amine BrC=1C=C2CC(C(C2=CC1)N)F